C1(CC1)C1=NC=NC(=C1C1=NC=2N(C3(C(NC2C=N1)=O)CC3)CC3=CC=C(C=C3)C=3N(C=C(N3)C(F)(F)F)C)OC 2'-(4-cyclopropyl-6-methoxypyrimidin-5-yl)-8'-(4-(1-methyl-4-(trifluoromethyl)-1H-imidazol-2-yl)benzyl)-5',8'-dihydro-6'H-spiro[cyclopropan-1,7'-pteridin]-6'-one